anthracene-1,2-dicarboxylic acid C=1(C(=CC=C2C=C3C=CC=CC3=CC12)C(=O)O)C(=O)O